1,3-bis(4-nitrobenzyl)thiourea [N+](=O)([O-])C1=CC=C(CNC(=S)NCC2=CC=C(C=C2)[N+](=O)[O-])C=C1